2-fluoro-5-(trifluoromethyl)benzaldehyde FC1=C(C=O)C=C(C=C1)C(F)(F)F